5-Bromo-N-methoxy-N,2-dimethylbenzamide BrC=1C=CC(=C(C(=O)N(C)OC)C1)C